C1(=CC=C(C=C1)C#CC1=NNC2=CC=C(C=C12)C(=O)N1CC(CC1)N(C)C)C1=CC=CC=C1 (3-([1,1'-biphenyl]-4-ylethynyl)-1H-indazol-5-yl)(3-(dimethylamino)pyrrolidin-1-yl)methanone